BrC=1C=C2C=CCN(C2=CC1)O 6-bromo-N-hydroxyquinoline